C1(CC1)C=1N=CC2=C3C(=CC(=C2C1)S(NCC(C)C)(=O)=O)CCC3NC(=S)NC=3C=NC=CC3 1-[3-cyclopropyl-5-(2-methylpropylsulfamoyl)-8,9-dihydro-7H-cyclopenta[h]isoquinolin-9-yl]-3-pyridin-3-ylthiourea